Diglyoxal-Hydrate O.C(=O)C=O.C(=O)C=O